ClC1=C(C=CC=C1F)CC(=O)NC1=CC(=NC=C1)N(C(C)=O)C1=C(C=C(C=C1)F)F N-{4-[2-(2-chloro-3-fluorophenyl)acetamido]pyridin-2-yl}-N-(2,4-difluorophenyl)acetamide